COC1=C(C=CC=C1C)B(O)O (2-methoxy-3-methyl-phenyl)boronic acid